FC1=C(C=CC(=C1)F)C(COC1=CC=C(C=C1)C(C=CC1=CC=C(C=C1)OC)=O)(CN1N=CN=C1)O 1-[4-[2-(2,4-Difluorophenyl)-2-hydroxy-3-(1,2,4-triazol-1-yl)propoxy]phenyl]-3-(4-methoxyphenyl)prop-2-en-1-one